2-(4-fluorophenyl)-3-(2-((2-methyl-1,3-dioxolan-2-yl)methyl)pyridin-4-yl)-4,5,6,7-tetrahydropyrazolo[1,5-a]pyrazine FC1=CC=C(C=C1)C1=NN2C(CNCC2)=C1C1=CC(=NC=C1)CC1(OCCO1)C